4-(3-amino-5-(cyclopropylethynyl)pyridin-4-yl)-2-chloro-N-(5-chloro-6-(2H-1,2,3-triazol-2-yl)pyridin-3-yl)-5-fluorobenzamide NC=1C=NC=C(C1C1=CC(=C(C(=O)NC=2C=NC(=C(C2)Cl)N2N=CC=N2)C=C1F)Cl)C#CC1CC1